FC(C=1C=C(C=C(C1)C(F)(F)F)NC(OC(C)(C)C)=O)(F)F tert-butyl [3,5-bis(trifluoromethyl)phenyl]carbamate